3-Chloro-2-Hydroxypropyl-Dodecyldimethylammonium Chloride [Cl-].ClCC(C[N+](C)(C)CCCCCCCCCCCC)O